ethyl 3-oxo-5-tetrahydropyran-2-yloxy-hexanoate O=C(CC(=O)OCC)CC(C)OC1OCCCC1